(S)-2,2'-bis[bis(3,5-diisopropylphenyl)phosphino]-6,6'-dimethoxy-1,1'-biphenyl C(C)(C)C=1C=C(C=C(C1)C(C)C)P(C1=C(C(=CC=C1)OC)C1=C(C=CC=C1OC)P(C1=CC(=CC(=C1)C(C)C)C(C)C)C1=CC(=CC(=C1)C(C)C)C(C)C)C1=CC(=CC(=C1)C(C)C)C(C)C